FC1(CN(CC1)[C@@H]1[C@H](CCCC1)OC=1C=C2COC(C2=CC1)=O)F 5-(((1S,2S)-2-(3,3-difluoropyrrolidin-1-yl)cyclohexyl)oxy)isobenzofuran-1(3H)-one